N-(5-(5-methylpyrazin-2-yl)-4-((3-(methylsulfonyl)phenyl)amino)pyridin-2-yl)acetamide CC=1N=CC(=NC1)C=1C(=CC(=NC1)NC(C)=O)NC1=CC(=CC=C1)S(=O)(=O)C